methyl 2-methyl-2-(1-methyl-6-oxo-1,6-dihydropyridazin-4-yl)propanoate CC(C(=O)OC)(C)C=1C=NN(C(C1)=O)C